Nα,1-bis(tert-Butoxycarbonyl)-Nα-methyl-L-tryptophan C(C)(C)(C)OC(=O)N([C@@H](CC1=CN(C2=CC=CC=C12)C(=O)OC(C)(C)C)C(=O)O)C